2-[4-[4-[[(3RS)-2,6-dioxo-3-piperidyl]amino]phenyl]-1-piperidyl]acetic acid trifluoroacetate FC(C(=O)O)(F)F.O=C1NC(CC[C@H]1NC1=CC=C(C=C1)C1CCN(CC1)CC(=O)O)=O |r|